4-amino-4-phenylisoquinoline-1,3-dione NC1(C(NC(C2=CC=CC=C12)=O)=O)C1=CC=CC=C1